N-[(3R)-1-cyclopropyl-3-piperidyl]-2-(12-ethyl-9-oxo-3-thia-1,10,11-triazatricyclo[6.4.0.02,6]dodeca-2(6),4,7,11-tetraen-10-yl)acetamide C1(CC1)N1C[C@@H](CCC1)NC(CN1C(C2=CC=3C=CSC3N2C(=N1)CC)=O)=O